ClCCCCN1N=CC=C(C1=O)C1=CC=CC=C1 2-(4-chlorobutyl)-4-Phenylpyridazin-3(2H)-one